ClCC=1C(=NC=CC1C)C1CCCC1 3-(chloromethyl)-2-cyclopentyl-4-methylpyridine